D-glucitol hexaoleate C(CCCCCCC\C=C/CCCCCCCC)(=O)O[C@@H](COC(CCCCCCC\C=C/CCCCCCCC)=O)[C@@H](OC(CCCCCCC\C=C/CCCCCCCC)=O)[C@H](OC(CCCCCCC\C=C/CCCCCCCC)=O)[C@H](OC(CCCCCCC\C=C/CCCCCCCC)=O)COC(CCCCCCC\C=C/CCCCCCCC)=O